ClC=1C=CC(=C(C1)C1=CC(=NC=C1OC)OC)N1N=NC(=C1)C(F)(F)F 4-{5-Chloro-2-[4-(trifluoromethyl)-1H-1,2,3-triazol-1-yl]phenyl}-2,5-dimethoxypyridin